[1,3-Bis(2,4,6-trimethylphenyl)-2-imidazolidinylidene]-[2-[[(4-methylphenyl)imino]methyl]-4-nitrophenyl]-[3-phenyl-1H-inden-1-ylidene]ruthenium(II) chloride CC1=C(C(=CC(=C1)C)C)N1C(N(CC1)C1=C(C=C(C=C1C)C)C)=[Ru-4](=C1C=C(C2=CC=CC=C12)C1=CC=CC=C1)(C1=C(C=C(C=C1)[N+](=O)[O-])C=NC1=CC=C(C=C1)C)Cl